3,3-dichloropropene ClC(C=C)Cl